CC=1C(=C(N=NC1C)SC1=CC=CC=C1)C#N 5,6-dimethyl-3-(phenylsulfanyl)pyridazine-4-carbonitrile